C(#N)C=1C=NN2C1C(=CC(=C2)OC[C@H]2CN(CCO2)C(=O)OC(C)(C)C)C=2C=NC(=CC2)F Tert-butyl (R)-2-(((3-cyano-4-(6-fluoropyridin-3-yl)pyrazolo[1,5-a]pyridin-6-yl)oxy)methyl)morpholine-4-carboxylate